1,3,5-trimethyl-4-(tetramethyl-1,3-dioxaborolan-2-yl)-1H-pyrazole CN1N=C(C(=C1C)B1OC(C(O1)(C)C)(C)C)C